tert-butyl ((2-(((R)-5-((4,4-difluorocyclohexyl)amino)pentan-2-yl)oxy)-6-methylpyridin-3-yl)sulfonyl)-L-prolinate FC1(CCC(CC1)NCCC[C@@H](C)OC1=NC(=CC=C1S(=O)(=O)N1[C@@H](CCC1)C(=O)OC(C)(C)C)C)F